BrC1=C(C=C(C=C1)C)NC(/C=N/O)=O (E)-N-(2-bromo-5-methylphenyl)-2-(hydroxyimino)acetamide